OC1=CC(=CC2=C1OC(O2)(C2=CC=CC=C2)C2=CC=CC=C2)C(=O)OC2=CC(=CC1=C2OC(O1)(C1=CC=CC=C1)C1=CC=CC=C1)C(=O)O 7-((7-hydroxy-2,2-diphenylbenzo[d][1,3]dioxol-5-carbonyl)oxy)-2,2-diphenylbenzo[d][1,3]dioxol-5-carboxylic acid